NC(CC=1C(=CC(=C(N)C1)CCCC)OC)C 5-(2-aminopropyl)-2-butyl-4-methoxyaniline